FC1=C(C(=O)N2CCN(CC2)C=2C=C(C(=O)NC)C=CN2)C=C(C=C1)CC1=NNC(C2=CC=C(C=C12)C#CC)=O 2-(4-(2-Fluoro-5-((4-oxo-7-(prop-1-ynyl)-3,4-dihydrophthalazin-1-yl)methyl)benzoyl)piperazin-1-yl)-N-methylisonicotinamide